ClC=1C=C(C=CC1)COC1=C(C=C(C=C1)C1C=2C(NC(C1)=O)=NNC2)OC 4-{4-[(3-Chlorophenyl)methoxy]-3-methoxyphenyl}-2H,4H,5H,6H,7H-pyrazolo[3,4-b]pyridin-6-one